3-{[2-(methylsulfanyl)-7-oxo-5-[2-(triisopropylsilyl)ethynyl]pyrido[2,3-d]pyrimidin-8-yl]methyl}pyrrolidin-2-one CSC=1N=CC2=C(N1)N(C(C=C2C#C[Si](C(C)C)(C(C)C)C(C)C)=O)CC2C(NCC2)=O